methoxydimethylsilane CO[SiH](C)C